6-((6-(2-hydroxyacetamido)spiro[3.3]hept-2-yl)amino)pyrimidine-4-carboxamide OCC(=O)NC1CC2(CC(C2)NC2=CC(=NC=N2)C(=O)N)C1